4-(trans-2-((cyclopropylmethyl)amino)-cyclopropyl)-N-(tetrahydro-2H-pyran-4-yl)thiophene-2-carboxamide C1(CC1)CN[C@H]1[C@@H](C1)C=1C=C(SC1)C(=O)NC1CCOCC1